2-(3,3-difluorocyclohexyl)-2-[(3-ethylisoxazole-4-carbonyl)amino]acetic acid FC1(CC(CCC1)C(C(=O)O)NC(=O)C=1C(=NOC1)CC)F